5-((3aS,7aR)-7a-fluoro-1-oxooctahydro-2H-pyrrolo[3,4-c]pyridin-2-yl)-2-(trifluoromethoxy)benzoic acid F[C@@]12[C@@H](CNCC1)CN(C2=O)C=2C=CC(=C(C(=O)O)C2)OC(F)(F)F